N-[(3-fluoropyridin-2-yl)methyl]-2-(2-{[2-(5-phenyl-1H-imidazol-2-yl)ethyl]amino}ethyl)-[1,3]oxazolo[4,5-c]pyridin-4-amine FC=1C(=NC=CC1)CNC1=NC=CC2=C1N=C(O2)CCNCCC=2NC(=CN2)C2=CC=CC=C2